NC1=C(C=CC=C1)C=1C=CC2=C(N(N=N2)C2=CC(=C(C(=C2)OC)OC)OC)C1 6-(2-aminophenyl)-1-(3,4,5-trimethoxyphenyl)-1H-benzo[d][1,2,3]triazole